N1=C(N=CC=C1)Cl Pyrimidinyl chloride